acetyl-5,5-dimethyl-4-oxospiro[cyclohexane-1,3'-indolin] C(C)(=O)N1CC2(C3=CC=CC=C13)CCC(C(C2)(C)C)=O